C(C1=CC=CC=C1)OCCN1C(=NC(=C1[C@@H](C)NS(=O)C(C)(C)C)C=1C(=NC=CC1)C(C)C)C N-[(1R)-1-[1-[2-(benzyloxy)ethyl]-2-methyl-4-[2-(propan-2-yl)pyridin-3-yl]-1H-imidazol-5-yl]ethyl]-2-methylpropane-2-sulfinamide